ClC=1C=C(C=CC1)C(CC(=O)OC)C1=CC2=CC(=CC=C2C=C1)OCC(=O)NC1C=CCCC1 methyl 3-(3-chlorophenyl)-3-(7-(2-(cyclohex-2-en-1-ylamino)-2-oxoethoxy)naphthalen-2-yl)propanoate